4-(trifluoromethyl)pyridine-2-sulfonamide trifluoroacetate salt FC(C(=O)O)(F)F.FC(C1=CC(=NC=C1)S(=O)(=O)N)(F)F